C[C@H]1N=C2N(C=C(C=C2C(=O)N[C@H](C)C2=CC(=CC(=C2)C(F)(F)F)[N+](=O)[O-])C2=CC=NC=C2)C1 (R)-2-methyl-N-((R)-1-(3-nitro-5-(trifluoromethyl)phenyl)ethyl)-6-(pyridin-4-yl)-2,3-dihydroimidazo[1,2-a]pyridine-8-carboxamide